(1S,2S,5R)-2-(((7-bromo-2,6-dichloro-8-fluoro-4-hydroxyquinazolin-5-yl)oxy)methyl)-3,8-diazabicyclo[3.2.1]octane-8-carboxylic acid tert-butyl ester C(C)(C)(C)OC(=O)N1[C@@H]2[C@H](NC[C@H]1CC2)COC2=C1C(=NC(=NC1=C(C(=C2Cl)Br)F)Cl)O